3-mercapto-4-methylsulfanyl-1,2,5-thiadiazole SC1=NSN=C1SC